(cis)-tert-butyl 4-(3-(allyloxy)-2,2-dimethyl-3-oxopropyl)-3,3-difluorohexahydropyrrolo[3,2-b]pyrrole-1(2H)-carboxylate C(C=C)OC(C(CN1CC[C@@H]2N(CC([C@@H]21)(F)F)C(=O)OC(C)(C)C)(C)C)=O